NC=1C(=NC(=C(N1)C=1OC=CN1)C=1C=CC=2N(C1)C(=CN2)CN)C(=O)NCC2=NC=CC=C2F 3-amino-6-(3-(aminomethyl)imidazo[1,2-a]pyridin-6-yl)-N-((3-fluoropyridin-2-yl)methyl)-5-(oxazol-2-yl)pyrazine-2-carboxamide